ClC1=NC=CC(=N1)C1=CN(C2=CC(=CC=C12)OC)C 3-(2-chloropyrimidin-4-yl)-6-methoxy-1-methyl-1H-indole